methyl N-[5-[6-[(5-chloro-2-pyridyl)-methyl-carbamoyl]imidazo[1,2-a]pyridin-3-yl]-2-pyridyl]carbamate ClC=1C=CC(=NC1)N(C(=O)C=1C=CC=2N(C1)C(=CN2)C=2C=CC(=NC2)NC(OC)=O)C